ClC1=C(C=C(C=C1C(F)(F)F)C(F)(F)F)NC(=O)NC(C1=C(C=CC=C1F)F)=O N-[[[2-chloro-3,5-bis(trifluoromethyl)phenyl]amino]carbonyl]-2,6-difluorobenzamide